N[C@H](CNC=1C2=C(N=CN1)C(=CC(=N2)C2=CC=C(C=C2)CN2CCOCC2)C(=O)N)C (S)-4-((2-aminopropyl)amino)-6-(4-(morpholinomethyl)phenyl)pyrido[3,2-d]pyrimidine-8-carboxamide